NC1=C(C=C(C(=O)OC)C=C1)NCC=1C=NC=NC1 Methyl 4-amino-3-((pyrimidin-5-ylmethyl)amino)benzoate